2-(p-fluorophenyl)-1,3-oxazole-5-carboxamide FC1=CC=C(C=C1)C=1OC(=CN1)C(=O)N